C(C)(=O)[O-].C[NH+]1C(CCC1)C 1,2-Dimethylpyrrolidinium acetat